N1C=NC=C1C1=C(N=C2N1C=C(C=N2)CNC)C2=NC(=NN2)C(F)(F)F {[3-(1H-imidazol-5-yl)-2-[3-(trifluoromethyl)-1H-1,2,4-triazol-5-yl]imidazo[1,2-a]pyrimidin-6-yl]methyl}(methyl)amine